(E)-1-(7-bromo-4-fluoroindolin-1-yl)but-2-en-1-one BrC=1C=CC(=C2CCN(C12)C(\C=C\C)=O)F